C(C1=CC=CC=C1)N1CC(=NC2=CC=CC=C12)C1=C(N(C2=CC=CC=C12)C)C(F)(F)F 1-benzyl-3-(1-methyl-2-(trifluoromethyl)-1H-indol-3-yl)quinoxaline